FC1=C(C=CC=C1F)CN1C(CCC1=O)CC(=O)NCCC1=CC(=CC=C1)F 2-[1-[(2,3-difluorophenyl)methyl]-5-oxopyrrolidin-2-yl]-N-[2-(3-fluorophenyl)ethyl]acetamid